2-[1'-(1H-indazole-5-carbonyl)-4-methyl-2-oxospiro[indole-3,4'-piperidin]-1-yl]-N-methyl-N-[(2R)-1,1,1-trifluoropropan-2-yl]acetamide N1N=CC2=CC(=CC=C12)C(=O)N1CCC2(CC1)C(N(C1=CC=CC(=C12)C)CC(=O)N([C@@H](C(F)(F)F)C)C)=O